sodium mono(2-ethylhexyl) sulfate S(=O)(=O)(OCC(CCCC)CC)[O-].[Na+]